methyl 4-((1-(3-fluorophenyl)-3-phenylureido) methyl)-benzoate FC=1C=C(C=CC1)N(C(=O)NC1=CC=CC=C1)CC1=CC=C(C(=O)OC)C=C1